N-[[1-[(dimethylamino)methyl]-2-methylcyclopentyl]methyl]-4,5,6,7,8,9-hexahydrocycloocta[b]thiophene-2-carboxamide CN(C)CC1(C(CCC1)C)CNC(=O)C1=CC2=C(S1)CCCCCC2